C1(CC1)CNC=1N=CC2=C(N1)C1(CNCC1)C(N(C2)C=2C=NOC2)=O 2-((cyclopropylmethyl)amino)-6-(isoxazol-4-yl)-5H-spiro[pyrido[4,3-d]pyrimidine-8,3'-pyrrolidin]-7(6H)-one